S(=O)(=O)(O)O.CN Methylamine sulfate